4-((2-(azetidin-1-ylmethyl)-6-fluorobenzyl)amino)-N-(2,4-dimethoxybenzyl)-2,6-difluoro-N-(6-fluoropyridin-2-yl)benzenesulfonamide N1(CCC1)CC1=C(CNC2=CC(=C(C(=C2)F)S(=O)(=O)N(C2=NC(=CC=C2)F)CC2=C(C=C(C=C2)OC)OC)F)C(=CC=C1)F